BrC=1C=C(C=C(C1Cl)Br)C(C)(C)C 3,5-Dibromo-4-chloro-tert-butylbenzene